(2-(5-Fluoropyridin-2-yl)-5,5-dimethyl-5,6-dihydro-4H-pyrrolo[1,2-b]pyrazol-3-yl)boronic acid FC=1C=CC(=NC1)C=1C(=C2N(N1)CC(C2)(C)C)B(O)O